ClC1=C(C(=O)NC2=C3C=NN(C3=CC=C2)C=2C=NC=C(C2)C(F)(F)F)C=C(C=C1)CNC(CC(C)(C)C)=O 2-Chloro-5-([(3,3-dimethylbutanoyl)amino]methyl)-N-(1-[5-(trifluoromethyl)pyridin-3-yl]-1H-indazol-4-yl)benzamide